(R)-N-(3-(aminomethyl)phenyl)-1-(4-fluorobenzyl)-7-methyl-5-(1H-pyrrole-2-carbonyl)-4,5,6,7-tetrahydro-1H-pyrazolo[4,3-c]pyridine-3-carboxamide NCC=1C=C(C=CC1)NC(=O)C1=NN(C2=C1CN(C[C@H]2C)C(=O)C=2NC=CC2)CC2=CC=C(C=C2)F